C1(CCC(N1OC(CCCC1=CC=C2C=CC3=CC=CC4=CC=C1C2=C34)=O)=O)=O 1-pyrenebutanoic acid succinimidyl ester